[N+](=O)([O-])C1=CC=C(C=C1)S(=O)(=O)O[C@H]1[C@@H](CCCCC1)N=[N+]=[N-] trans-2-azidocycloheptyl 4-nitrobenzenesulfonate